(R)-2-(4-(4-((1-(3-cyano-2-methylphenyl)ethyl)amino)-2-methylquinolin-6-yl)-2-oxopyridin-1(2H)-yl)-N,N-dimethylacetamide C(#N)C=1C(=C(C=CC1)[C@@H](C)NC1=CC(=NC2=CC=C(C=C12)C1=CC(N(C=C1)CC(=O)N(C)C)=O)C)C